O=C1N(C2=C(N1)C=CC=C2C(=O)O)CC2=CC=C(C=C2)C2=C(C=CC=C2)C2=NOC(N2)=O 2-oxo-3-{[2'-(4,5-dihydro-5-oxo-1,2,4-oxadiazol-3-yl)biphenyl-4-yl]Methyl}-2,3-dihydro-1H-benzimidazole-4-carboxylic acid